OC1=C(C=C(C=C1C(C)(C)C)CCCOC(C(=C)C)=O)N1N=C2C(=N1)C=CC(=C2)Cl 2-(2'-hydroxy-5'-methacryloxypropyl-3-tert-butylphenyl)-5-chloro-2H-benzotriazole